OC1=C(C(=CC(=C1)CC#N)O)[C@H]1[C@@H](C[C@@H](C(=C1)C)O)C(=C)C 2-((1'R,2'R,4'S)-2,4',6-trihydroxy-5'-methyl-2'-(prop-1-en-2-yl)-1',2',3',4'-tetrahydro-[1,1'-biphenyl]-4-yl)acetonitrile